N1=CNC(C2=C1C=CN2)=O 4,5-dihydro-3H-pyrrolo[3,2-d]pyrimidin-4-one